O1CCC(CC1)CC1=CC(=NN1)NC=O N-[5-(tetrahydropyran-4-ylmethyl)-1H-pyrazol-3-yl]Formamide